BrC1=CC=C(C=C1)[C@H]1[C@@H]([C@H](C[C@H](C1)OCC)CO)C(=O)OCC1=CC=CC=C1 benzyl (1S,2R,4S,6S)-2-(4-bromophenyl)-4-ethoxy-6-(hydroxymethyl)cyclohexane-1-carboxylate